C(OCOP(=O)(CO[C@@H](CN1C2=NC=NC(=C2N=C1)NP1(OCCC(O1)C1=CC=NC=C1)=O)C)OCOC(OC(C)C)=O)(OC(C)C)=O (((((((2R)-1-(6-((2-oxo-4-(pyridin-4-yl)-1,3,2-dioxaphosphorinan-2-yl) amino)-9H-purin-9-yl) propan-2-yl) oxy) methyl) phosphoryl) bis(oxy)) bis(methylene)) diisopropyl dicarbonate